N[C@H]1CN(CC1)C=1N=C(NC(C1Cl)=O)C1=CC(=NC=C1)F 4-[(3R)-3-aminopyrrolidin-1-yl]-5-chloro-2-(2-fluoro-4-pyridinyl)-1H-pyrimidin-6-one